O=C1NC(CCC1N1C(C2=CC=C(C=C2C1=O)CN1CCC(=CC1)C1=CSC(=C1)C)=O)=O 2-(2,6-dioxopiperidin-3-yl)-5-((4-(5-methylthiophen-3-yl)-3,6-dihydropyridin-1(2H)-yl)methyl)isoindoline-1,3-dione